C12CN(CC(CC1)N2)C=2C1=C(N=C(N2)OC[C@H]2N(C[C@@H](C2)F)C)CN(CC1)C1=CC(=CC2=CC=CC(=C12)Br)O 4-(4-(3,8-diazabicyclo[3.2.1]oct-3-yl)-2-(((2S,4R)-4-fluoro-1-methylpyrrolidin-2-yl)methoxy)-5,8-dihydropyrido[3,4-d]pyrimidin-7(6H)-yl)-5-bromonaphthalen-2-ol